C1(CC1)C1=NC=NC(=C1C1=NC(=CC(=N1)C)S(=O)(=O)C)OC 2-(4-cyclopropyl-6-methoxy-pyrimidin-5-yl)-4-methyl-6-methylsulfonyl-pyrimidine